FC1=C(OC=2N=CC(=NC2)NC([C@H](C)N2CC(N(CC2)C(=O)C2=CN(C(C=C2)=O)C)(C)C)=O)C=CC(=C1)F (S)-N-(5-(2,4-difluorophenoxy)pyrazin-2-yl)-2-(3,3-dimethyl-4-(1-methyl-6-oxo-1,6-dihydropyridine-3-carbonyl)piperazin-1-yl)propanamide